C1(=CC=CC=C1)NC(=O)NC1=CC=C(C=C1)OC(F)(F)F 1-phenyl-3-[4-(trifluoro-methoxy)phenyl]urea